O1C(OCC1)C1CCN(CC1)C1=CC=C2C(=NN(C2=C1)C)C1C(NC(CC1)=O)=O 3-(6-(4-(1,3-dioxolan-2-yl)piperidin-1-yl)-1-methyl-1H-indazol-3-yl)piperidine-2,6-dione